ethyl 2-chloro-5-(trifluoromethyl)pyridine-3-carboxylate ClC1=NC=C(C=C1C(=O)OCC)C(F)(F)F